C[C@@H]1N(C[C@H](NC1)C)C(CCOC[C@H](C)NC1=C(C(NN=C1)=O)C(F)(F)F)=O 5-(((S)-1-(3-((2S,5R)-2,5-dimethylpiperazin-1-yl)-3-oxopropoxy)propan-2-yl)amino)-4-(trifluoromethyl)pyridazin-3(2H)-one